8-(trifluoromethyl)quinoline-6-carboxylic acid FC(C=1C=C(C=C2C=CC=NC12)C(=O)O)(F)F